NCC1CN2C(OC1)=C(C=N2)S(=O)(=O)NC(NC(C)C)=O 6-(aminomethyl)-N-(isopropylcarbamoyl)-6,7-dihydro-5H-pyrazolo[5,1-b][1,3]oxazine-3-sulfonamide